ClC1=C(C=CC=C1)[C@@H](C)OC(=O)NC1=C(N=NN1C)C1=CC=C(C(=N1)C)OC[C@@H]1[C@H](CCCC1)C(=O)O (1S,2S)-2-(((6-(5-((((R)-1-(2-chlorophenyl)ethoxy)carbonyl)amino)-1-methyl-1H-1,2,3-triazol-4-yl)-2-methylpyridin-3-yl)oxy)methyl)cyclohexane-1-carboxylic acid